N-[(2-cyano-5-methoxypyridin-4-yl)methyl]-6-(difluoromethoxy)-5-fluoropyridine-3-carboxamide C(#N)C1=NC=C(C(=C1)CNC(=O)C=1C=NC(=C(C1)F)OC(F)F)OC